2-(2-((3,4-bis(benzyloxy)benzyl)amino)ethoxy)ethan-1-ol C(C1=CC=CC=C1)OC=1C=C(CNCCOCCO)C=CC1OCC1=CC=CC=C1